(3-((2-fluorophenyl)amino)-7,8-dihydro-1,6-naphthyridin-6(5H)-yl-5,5,7,7-d4)-3-methyl-6,7-dihydro-5H-pyrrolo[3,4-b]pyridin-5-one FC1=C(C=CC=C1)NC=1C=NC=2CC(N(C(C2C1)([2H])[2H])C1=C(C=C2C(=N1)CNC2=O)C)([2H])[2H]